(5-acryl-2-(dodecyloxy)phenyl)methanesulfonic acid sodium salt [Na+].C(=O)(C=C)C=1C=CC(=C(C1)CS(=O)(=O)[O-])OCCCCCCCCCCCC